N-(2-fluoro-5-(trifluoromethoxy)benzyl)-1-(4-(6-(2-(pyridin-4-yl)acetamido)pyridazin-3-yl)butyl)-1H-1,2,3-triazole-4-carboxamide FC1=C(CNC(=O)C=2N=NN(C2)CCCCC=2N=NC(=CC2)NC(CC2=CC=NC=C2)=O)C=C(C=C1)OC(F)(F)F